5-((1E,6E)-7-(3-(butyryloxy)-4-methoxyphenyl)-3,5-dioxohepta-1,6-dien-1-yl)-2-methoxyphenyl 2-propylpentanoate C(CC)C(C(=O)OC1=C(C=CC(=C1)\C=C\C(CC(\C=C\C1=CC(=C(C=C1)OC)OC(CCC)=O)=O)=O)OC)CCC